C(OC=1C=C2C(=NC=NC2=CC1OC)C=1C(=NN(C1)C)C1=CC=CC=C1)(=O)Cl 7-methoxy-4-(1-methyl-3-phenyl-1H-pyrazol-4-yl)quinazolin-6-yl carbonochloridate